5-chloro-4-{[6-chloro-7-(1-ethylpiperidin-4-yl)quinazolin-2-yl]amino}-1H-pyrazol ClC1=C(C=NN1)NC1=NC2=CC(=C(C=C2C=N1)Cl)C1CCN(CC1)CC